C(=O)O.ClC=1C=C2CCCN(C2=C(C1)C1=C2C(=NC=C1)C=C(S2)CN2N=C1N(C2=O)CCC1)[C@@H]1CNCC1 (S)-2-((7-(6-chloro-1-(pyrrolidin-3-yl)-1,2,3,4-tetrahydroquinolin-8-yl)thieno[3,2-b]pyridin-2-yl)methyl)-6,7-dihydro-2H-pyrrolo[2,1-c][1,2,4]triazol-3(5H)-one, formic acid salt